BrC1=CC=C(C=C1)[C@]12[C@](C3=C(C=NC=C3OC)O1)([C@@H]([C@@H]([C@H]2C2=CC=CC=C2)C(=O)N(C)C2CC2)O)O |r| Rac-(4bS,5R,6R,7S,7aR)-7a-(4-bromophenyl)-N-cyclopropyl-4b,5-dihydroxy-4-methoxy-N-methyl-7-phenyl-4b,6,7,7a-tetrahydro-5H-cyclopenta[4,5]furo[2,3-c]pyridine-6-carboxamide